CN1N=C(C2=CC(=CC=C12)C=1C(=NN2C1N=C(C=C2NCC=2SC=CC2)C)C)C 3-(1,3-dimethyl-1H-indazol-5-yl)-2,5-dimethyl-N-(thiophen-2-ylmethyl)pyrazolo[1,5-a]pyrimidin-7-amine